(oxetan-3-yl)methanone O1CC(C1)C=O